4-(triethoxysilyl)-butylazide C(C)O[Si](CCCCN=[N+]=[N-])(OCC)OCC